CC1(OC=2C=C(C=C(C2C2C1CC=C(C2)C)O)CCCCC)C 6,6,9-trimethyl-3-pentyl-6a,7,10,10a-tetrahydro-6H-benzo[c]chromene-1-ol